5-Nitro-2-[1,2,3]triazol-2-yl-nicotinonitrile [N+](=O)([O-])C=1C=NC(=C(C#N)C1)N1N=CC=N1